FC(C(C(C(C(C(C(C(C(C(C(F)(F)F)(F)F)(F)F)(F)F)(F)F)(F)F)(F)F)(F)F)(F)F)(F)F)(F)S perfluoroundecylmercaptan